bis[4-(diethylamino)phenyl]phenylmethane C(C)N(C1=CC=C(C=C1)C(C1=CC=CC=C1)C1=CC=C(C=C1)N(CC)CC)CC